2-((2-methoxyphenyl)(trimethylsilyl)methyl)-1H-indene-1,3(2H)-dione COC1=C(C=CC=C1)C(C1C(C2=CC=CC=C2C1=O)=O)[Si](C)(C)C